N1C=C(C2=CC=CC=C12)CC(C)(C)NC=1C2=C(N=C(N1)C1=CC=NC=C1)C=NC=C2 N-[1-(1H-indol-3-yl)-2-methylpropan-2-yl]-2-(pyridin-4-yl)pyrido[3,4-d]pyrimidin-4-amine